4-(3-Chloroanilino)-2'-{(2R)-3-[(6,6-dimethyl-5,6,7,8-tetrahydroquinolin-4-yl)oxy]-2-methylpropyl}-2',3'-dihydrospiro[cyclohexane-1,1'-indene]-4-carboxylic acid ClC=1C=C(NC2(CCC3(C(CC4=CC=CC=C34)C[C@H](COC3=CC=NC=4CCC(CC34)(C)C)C)CC2)C(=O)O)C=CC1